4-propylpyridin-2(1H)-one C(CC)C1=CC(NC=C1)=O